caprylic acid dimethylaminopropylamide CN(C)CCCNC(CCCCCCC)=O